OC1CCN(CC1)C1=CC=C(C=C1)C(C=CC1=CC(=C(C=C1)OCCC)OC)=O 1-[4-(4-Hydroxypiperidin-1-yl)phenyl]-3-(3-methoxy-4-propoxyphenyl)prop-2-en-1-one